(4-(4-amino-7-(1-isobutyrylpiperidin-4-yl)pyrrolo[2,1-f][1,2,4]triazin-5-yl)phenyl)-5'-fluoro-6-methyl-2-oxo-5-(thiazol-4-yl)-2H-[1,3'-bipyridine]-3-carboxamide NC1=NC=NN2C1=C(C=C2C2CCN(CC2)C(C(C)C)=O)C2=CC=C(C=C2)C2=C(C(N(C(=C2C=2N=CSC2)C)C=2C=NC=C(C2)F)=O)C(=O)N